N=1N2C(N=CC1)=NC=C2 imidazo(1,2-b)(1,2,4)triazin